NC1N(CCCC1)C1=NC(=NO1)C amino-(5R)-(3-methyl-1,2,4-oxadiazol-5-yl)piperidine